FC1(CCN(CC1)C1=NC2=CC(=C(C=C2C(=N1)NC1=NNC(=C1)COC)OC)OCCCN1CCCC1)F 2-(4,4-difluoropiperidin-1-yl)-6-methoxy-N-(5-(methoxymethyl)-1H-pyrazol-3-yl)-7-(3-(pyrrolidin-1-yl)propoxy)quinazolin-4-amine